methyl 1-methyl-5-(1-methyl-5-{[(4R)-4-methyl-5-{[5-(4-methylpiperazin-1-yl)-2-nitrophenyl] amino} pentyl] oxy} pyrazol-4-yl)-6-oxopyridine-3-carboxylate CN1C=C(C=C(C1=O)C=1C=NN(C1OCCC[C@H](CNC1=C(C=CC(=C1)N1CCN(CC1)C)[N+](=O)[O-])C)C)C(=O)OC